C(CCCCCCC=S)N(C1=CC=CC=C1)C1=CC=CC2=CC=CC=C12 monothiooctyl-N-phenyl-α-naphthylamine